S(=O)(=O)([O-])[O-].[F-].P(=O)(O)(O)O.[Fe+2].[Na+] sodium iron phosphate fluoride sulfate